C(C)(C)(C)OC(=O)N1CCC(CC1)C1=CC=CC(=N1)OCC1=C(C=C(C(=O)O)C=C1)F 4-(((6-(1-(tert-butoxycarbonyl)piperidin-4-yl)-pyridin-2-yl)oxy)methyl)-3-fluorobenzoic acid